NC1=CC=C(C=C1)C=CC1=CC=C(C=C1)[N+](=O)[O-] 4-amino-4'-Nitrostilben